C1(=CC(=CC=C1)C1=NC(=CC(=N1)C=1C=C(C=CC1)C1=CC(=CC=C1)Cl)C1=CC=CC=C1)C1=CC=CC=C1 2-([1,1'-biphenyl]-3-yl)-4-(3'-chloro-[1,1'-biphenyl]-3-yl)-6-phenylpyrimidine